(S)-1-((5-chloro-3-fluoro-2-methoxypyridin-4-yl)methyl)-3,4-dimethyl-2-oxo-N-(2,4,6-trifluorobenzyl)-1,2,3,4-tetrahydroquinazoline-7-carboxamide ClC=1C(=C(C(=NC1)OC)F)CN1C(N([C@H](C2=CC=C(C=C12)C(=O)NCC1=C(C=C(C=C1F)F)F)C)C)=O